3-Fluoro-N-(5-methyl-6-oxo-2-(o-tolylamino)-5,6-dihydro-1,5-naphthyridin-3-yl)-5-(trifluoromethyl)benzamide FC=1C=C(C(=O)NC=2C(=NC=3C=CC(N(C3C2)C)=O)NC2=C(C=CC=C2)C)C=C(C1)C(F)(F)F